acryloyloxybutyldihydrogenphosphat C(C=C)(=O)OCCCCOP(=O)(O)O